tert-Butyl 5-bromo-6-chloro-3-iodo-1H-pyrazolo[4,3-b]pyridine-1-carboxylate BrC1=C(C=C2C(=N1)C(=NN2C(=O)OC(C)(C)C)I)Cl